benzoxathiol dioxide O1S(CC2=C1C=CC=C2)(=O)=O